methoxyiron (III) CO[Fe+2]